ClC=1C(=NC=C(C1)Cl)OC1CCC2(C(NC=3C2=NC(=CC3)C(=O)NCC)=O)CC1 cis-4-((3,5-dichloropyridin-2-yl)oxy)-N-ethyl-2'-oxo-1',2'-dihydrospiro[cyclohexane-1,3'-pyrrolo[3,2-b]pyridine]-5'-carboxamide